N1[C@@H](CC1)COC=1C=CC(=C(C(=O)NC2(CC2)C2=C3C=CC=NC3=CC(=C2)CC)C1)C (S)-5-(Azetidin-2-ylmethoxy)-N-(1-(7-ethylquinolin-5-yl)cyclopropyl)-2-methylbenzamide